tert-butyl (1R,5R)-6-(7-(8-ethynyl-7-fluoronaphthalen-1-yl)-8-fluoro-3-methoxy-1,6-naphthyridin-4-yl)-2,6-diazabicyclo[3.2.0]heptane-2-carboxylate C(#C)C=1C(=CC=C2C=CC=C(C12)C1=NC=C2C(=C(C=NC2=C1F)OC)N1[C@@H]2CCN([C@@H]2C1)C(=O)OC(C)(C)C)F